ammonium hydroxypropyltrimethylacetate OCCCOC(C(C)(C)C)=O.[NH4+]